3-(4-phenoxyphenyl)-1-(6-(piperazine-1-yl)pyridin-3-yl)-1H-pyrazolo[3,4-d]pyrimidin-4-amine O(C1=CC=CC=C1)C1=CC=C(C=C1)C1=NN(C2=NC=NC(=C21)N)C=2C=NC(=CC2)N2CCNCC2